NC=1C=C(CNC2=NC(=CC3=C2N=C(N=C3)N[C@H]3[C@H](COC3)NC(C=C)=O)C3=C(C(=CC(=C3Cl)OC)OC)Cl)C=CC1 N-((3R,4S)-4-((8-((3-aminobenzyl)amino)-6-(2,6-dichloro-3,5-dimethoxy-phenyl)pyrido[3,4-d]pyrimidin-2-yl)amino)tetrahydrofuran-3-yl)acrylamide